C1=CN=CC=C1C(=O)NCCO N-(2-hydroxyethyl)isonicotinamide